C(C)(C)(C)OC(=O)N(CCCNC(=O)C=1C=C(C=C(C1)C(=O)O)C(=O)O)C 5-[3-[tert-butoxycarbonyl(methyl)amino]propylcarbamoyl]benzene-1,3-dicarboxylic acid